N-tert-butyl-4-[[2-(4-chloro-2-hydroxy-phenyl)acetyl]amino]pyridine-2-carboxamide C(C)(C)(C)NC(=O)C1=NC=CC(=C1)NC(CC1=C(C=C(C=C1)Cl)O)=O